tert-butyl 4-[2-[[4-[(6-chloro-8-isopropyl-7-oxo-pyrido[2,3-d]pyrimidin-2-yl) amino]-3-methyl-phenyl]sulfonylamino]ethyl]piperazine-1-carboxylate ClC1=CC2=C(N=C(N=C2)NC2=C(C=C(C=C2)S(=O)(=O)NCCN2CCN(CC2)C(=O)OC(C)(C)C)C)N(C1=O)C(C)C